4-amino-7-methoxy-6-(trifluoromethyl)-9H-pyrimido[4,5-b]indol NC1=NC=NC=2NC3=CC(=C(C=C3C21)C(F)(F)F)OC